FC=1C(C(=C(C(C1NCC#C)=O)C1=C(NC2=CC=CC=C12)C)NCC#C)=O 2-fluoro-5-(2-methyl-1H-indol-3-yl)-3,6-bis(prop-2-yn-1-ylamino)cyclohexa-2,5-diene-1,4-dione